NC1=NC=C(C2=C1C=NN2COCC[Si](C)(C)C)NC(C(N2[C@@H](CC[C@H](C2)C)C2=CC(=C(C=C2)F)Cl)=O)=O |r| N-[4-Amino-1-(2-trimethylsilylethoxymethyl)pyrazolo[4,3-c]pyridin-7-yl]-2-oxo-2-[rac-(2S,5R)-2-(3-chloro-4-fluoro-phenyl)-5-methyl-1-piperidyl]acetamide